C(C)OC(=O)C1=CC=NN1CCOCC1=CC=CC=C1 (2-(benzyloxy)ethyl)-1H-pyrazole-5-carboxylic acid ethyl ester